ethyl difluoroacetate (ethyl difluoroacetate) C(C)C(C(=O)O)(F)F.FC(C(=O)OCC)F